C(C1=CC=CC=C1)N1C(C2=C(C(=C1)C=1C=NC=C(C1)C1=CC=C(C=C1)N1C(CCC1)=O)C=NN2)=O 6-benzyl-4-(5-(4-(2-oxopyrrolidin-1-yl)phenyl)pyridin-3-yl)-1,6-dihydro-7H-pyrazolo[3,4-c]pyridin-7-one